C(C)(C)(C)N1C=C(C2=C1N=CN=C2Cl)/C=N/O (E)-7-(tert-butyl)-4-chloro-7H-pyrrolo[2,3-d]pyrimidine-5-carbaldehyde oxime